2-(4-bromo-2-fluoro-6-methoxyphenyl)-1-cyclopropyl-4-(trifluoromethyl)imidazole BrC1=CC(=C(C(=C1)OC)C=1N(C=C(N1)C(F)(F)F)C1CC1)F